(2-((1-cyclopropyl-1H-pyrazol-4-yl)amino)-5-methylpyrimidin-4-yl)picolinic acid methyl ester COC(C1=NC=CC=C1C1=NC(=NC=C1C)NC=1C=NN(C1)C1CC1)=O